C/C(=C/C(=O)O)/CC(=O)O (Z)-3-Methylglutaconic acid